(S)-1-(3-(4-(3-aminopiperidin-1-yl)-6-((2-(2-fluoro-6-methoxyphenyl)pyrimidin-4-yl)amino)pyridin-3-yl)phenyl)ethan-1-one N[C@@H]1CN(CCC1)C1=C(C=NC(=C1)NC1=NC(=NC=C1)C1=C(C=CC=C1OC)F)C=1C=C(C=CC1)C(C)=O